tert-Butyl 4-[1-(oxan-4-yl)-4H,5H,6H,7H-pyrazolo[4,3-c]pyridin-3-yl]-2,3-dihydroquinoxaline-1-carboxylate O1CCC(CC1)N1N=C(C=2CNCCC21)N2CCN(C1=CC=CC=C21)C(=O)OC(C)(C)C